C(C)(C)(C)OC(=O)N1C[C@H](CC1)NC(=O)C1=C(OC2=C1C=C(C=C2)OCC2=CC=CC=C2)C (S)-3-(5-(benzyloxy)-2-methylbenzofuran-3-carboxamido)pyrrolidine-1-carboxylic acid tert-butyl ester